acrylic bicyclo[2.2.2]Octyl ester C12(CCC(CC1)CC2)OC(C=C)=O